D-2-chloro-4-(pyrrolidin-1-ylmethyl)-5,6,7,8-tetrahydroquinoline ClC1=NC=2CCCCC2C(=C1)CN1CCCC1